FC1=C(C=CC=C1)C1=NC=CC(=C1)NC1=NC=NC2=CC(=C(C=C12)NC(C=C)=O)N1CCC(CC1)N1CCN(CC1)C N-(4-((2-(2-fluorophenyl)pyridin-4-yl)amino)-7-(4-(4-methylpiperazin-1-yl)piperidin-1-yl)quinazolin-6-yl)acrylamide